methyl (S)-2-((2-(2-chloro-5-fluoro-4-sulfamoylphenyl)-7-methylimidazo[1,2-a]pyridin-3-yl)methyl)morpholine-4-carboxylate ClC1=C(C=C(C(=C1)S(N)(=O)=O)F)C=1N=C2N(C=CC(=C2)C)C1C[C@H]1CN(CCO1)C(=O)OC